m-methoxyphenylalanine COC=1C=C(C[C@H](N)C(=O)O)C=CC1